9-(3-chloro-5-nitropyridin-2-yl)-3,3-difluoro-1-oxa-9-azaspiro[5.5]Undecane ClC=1C(=NC=C(C1)[N+](=O)[O-])N1CCC2(CCC(CO2)(F)F)CC1